N-((1R)-1-(4-chlorophenyl)ethyl)-1-(((3S)-1-((3-cyano-1-azetidinyl)sulfonyl)-3-piperidinyl)carbonyl)-D-prolinamide ClC1=CC=C(C=C1)[C@@H](C)NC([C@@H]1N(CCC1)C(=O)[C@@H]1CN(CCC1)S(=O)(=O)N1CC(C1)C#N)=O